6-methyl-5-{4-[(1-{[4-(trifluoromethyl)phenyl]carbamoyl}-D-prolyl)amino]phenyl}pyridine-2-carboxylic acid CC1=C(C=CC(=N1)C(=O)O)C1=CC=C(C=C1)NC([C@@H]1N(CCC1)C(NC1=CC=C(C=C1)C(F)(F)F)=O)=O